2-(pyridin-2-ylmethyl)-1-oxo-1,2,3,4-tetrahydroisoquinoline N1=C(C=CC=C1)CN1C(C2=CC=CC=C2CC1)=O